5,8,11,14,16-eicosapentaenoic acid C(CCCC=CCC=CCC=CCC=CC=CCCC)(=O)O